C1(C=CC(N1CCCC(=O)ON1C(CCC1=O)=O)=O)=O N-maleimidobutyryl-oxysuccinimide